NC(C(=O)NCC(=O)N1C(C=CC2=CC=C(C=C12)OCCCCN1CCN(CC1)C1=CC=CC=2SC=CC21)=O)CC(C)C 2-amino-N-(2-(7-(4-(4-(benzo[b]thiophen-4-yl)piperazin-1-yl)butoxy)-2-oxoquinolin-1(2H)-yl)-2-oxoethyl)-4-methylpentanamide